NC=1N=NC(=CC1C1=CC=C(OCCCCC(=O)OC)C=C1)C1=C(C=CC=C1)O methyl 5-(4-(3-amino-6-(2-hydroxyphenyl)pyridazin-4-yl)phenoxy)pentanoate